N-(3-(6-(2-fluoro-4-((4-(trifluoromethyl)pyridin-2-yl)oxy)phenyl)quinazolin-8-yl)phenyl)acrylamide FC1=C(C=CC(=C1)OC1=NC=CC(=C1)C(F)(F)F)C=1C=C2C=NC=NC2=C(C1)C=1C=C(C=CC1)NC(C=C)=O